FC1C2=C(C3CCCC(N3C1)=O)NC1=CC=C(C=C12)F 7,9-difluoro-1h,2h,3h,4h,6h,7h,12bh-indolo[2,3-a]quinolizin-4-one